2-Octenyl-Succinic anhydride C(=CCCCCCC)C1C(=O)OC(C1)=O